(7S)-4,7,8-trimethyl-2-((cis-3-((2,4,5-trifluorophenoxy)methyl)cyclobutyl)-amino)-7,8-dihydropteridin-6(5H)-one CC1=NC(=NC=2N([C@H](C(NC12)=O)C)C)N[C@@H]1C[C@@H](C1)COC1=C(C=C(C(=C1)F)F)F